3-(3-nitrophenyl)-1,4-oxazepane [N+](=O)([O-])C=1C=C(C=CC1)C1COCCCN1